C(CCCC)OC(CCC#N)OCCCCC 4,4-bis(pentyloxy)butanenitrile